NCC1C(N(CCC1)C)=O 3-(aminomethyl)-1-methyl-piperidin-2-one